FC=1C=2N(C=C(C1)C1CCNCC1)C=C(N2)C=2C=C(C=1N(N2)C=C(N1)C)C 6-(8-fluoro-6-(piperidin-4-yl)imidazo[1,2-a]pyridin-2-yl)-2,8-dimethylimidazo[1,2-b]pyridazine